tert-butyl N-(2-[2,4-dichloro-6-[2-(1H-indol-3-yl)ethylamino]pyrimidin-5-yl]oxy-1-methyl-ethyl)carbamate ClC1=NC(=C(C(=N1)Cl)OCC(C)NC(OC(C)(C)C)=O)NCCC1=CNC2=CC=CC=C12